2-(3-bromo-5-methoxy-4-((2,4,6-trimethylphenyl)sulfonyloxy)phenyl)-1H-benzo[d]imidazole-4-carboxamide BrC=1C=C(C=C(C1OS(=O)(=O)C1=C(C=C(C=C1C)C)C)OC)C1=NC2=C(N1)C=CC=C2C(=O)N